3-cyano-5-fluoro-4,6-dimethylpicolinic acid C(#N)C=1C(=NC(=C(C1C)F)C)C(=O)O